O=C1NC(CC[C@H]1N1CCC2=C(C=CC=C12)C1CCN(CC1)CC(=O)O)=O 2-[4-[1-[(3R)-2,6-dioxo-3-piperidyl]indolin-4-yl]-1-piperidyl]acetic acid